C1(CCCC1)C(C)(O)C1CC1 1-cyclopentyl-1-cyclopropylethan-1-ol